ClC1=C(C=CC=C1C1C(NC(CC1)=O)=O)C1=CC=C(C=C1)N1C(OCC1)=O 3-(2-chloro-4'-(2-oxooxazolidin-3-yl)-[1,1'-biphenyl]-3-yl)piperidine-2,6-dione